C(C)(C)(C)OC(=O)N(C1=CN=CC(=N1)C=1N=C(C=2N(C1)C=CN2)N(C(OC(C)(C)C)=O)C2=CC=C(C=C2)N2CCN(CC2)CC#C)C(=O)OC(C)(C)C tert-butyl N-[6-[6-[bis(tert-butoxycarbonyl)amino]pyrazin-2-yl]imidazo[1,2-a]pyrazin-8-yl]-N-[4-(4-prop-2-ynylpiperazin-1-yl)phenyl]carbamate